N-(4-(1H-imidazol-1-yl)benzyl)-N-(3-methoxybenzyl)-4-(piperidin-1-ylmethyl)aniline N1(C=NC=C1)C1=CC=C(CN(C2=CC=C(C=C2)CN2CCCCC2)CC2=CC(=CC=C2)OC)C=C1